(Z)-4-Tridecenyl acetate C(C)(=O)OCCC\C=C/CCCCCCCC